(S)-N-((S)-1-(3-fluoro-5-methoxyphenyl)-2-hydroxyethyl)-2-(7-(5-methyl-2-((1-methyl-1H-pyrazol-5-yl)amino)pyrimidin-4-yl)-1-oxo-3,4-dihydropyrrolo[1,2-a]pyrazin-2(1H)-yl)propanamide FC=1C=C(C=C(C1)OC)[C@@H](CO)NC([C@H](C)N1C(C=2N(CC1)C=C(C2)C2=NC(=NC=C2C)NC2=CC=NN2C)=O)=O